FC(C=1C=C(C=O)C=CC1C(C)C)F 3-(difluoromethyl)-4-isopropylbenzaldehyde